CN(C1=CC=C(C=C1)C=1C=CC(=NC1)C(N(C(=O)C1CCCCC1)C=1C=C(C=CC1)/C=C/C(=O)OC)[2H])C methyl (E)-3-(3-(N-((5-(4-(dimethylamino)phenyl)pyridin-2-yl)methyl-d)cyclohexanecarboxamido)phenyl)acrylate